(1R,3S)-3-(3-bromo-1-((2-(trimethylsilyl)ethoxy)methyl)-1H-pyrazol-5-yl)cyclopentanol BrC1=NN(C(=C1)[C@@H]1C[C@@H](CC1)O)COCC[Si](C)(C)C